3-[(8aS)-2-[4-chloro-2-(trifluoromethyl)phenyl]-3-oxo-5,6,8,8a-tetrahydro-1H-imidazo[1,5-a]pyrazin-7-yl]-6-(2-ethoxypyridin-3-yl)pyridine-2-carbaldehyde ClC1=CC(=C(C=C1)N1C(N2[C@@H](CN(CC2)C=2C(=NC(=CC2)C=2C(=NC=CC2)OCC)C=O)C1)=O)C(F)(F)F